1-[[2-(trimethylsilyl)ethoxy]methyl]-1H-pyrazol-4-amine C[Si](CCOCN1N=CC(=C1)N)(C)C